C(C)(C)N1NC2=NC(=NC=C2C1=O)S(=O)(=O)C 2-isopropyl-6-(methylsulfonyl)-1,2-dihydro-3H-pyrazolo[3,4-d]pyrimidin-3-one